(1S,3R)-1-(2,6-difluoro-4-((Z)-(1-(3-fluoropropyl) pyrrolidin-3-ylidene) methyl) phenyl)-2-(2,2-difluoropropyl)-3-methyl-1,2,3,4-tetrahydroisoquinolin-6-yl triflate O(S(=O)(=O)C(F)(F)F)C=1C=C2C[C@H](N([C@@H](C2=CC1)C1=C(C=C(C=C1F)\C=C\1/CN(CC1)CCCF)F)CC(C)(F)F)C